C(C1=CC=C(C(=O)NC2=CC=C(C=C2)N2CCN(CC2)C(=O)OC(C)(C)C)C=C1)(=O)NC1=CC=C(C=C1)N1CCN(CC1)C(=O)OC(C)(C)C di-tert-butyl 4,4'-((terephthaloylbis(azanediyl))bis(4,1-phenylene))bis(piperazine-1-carboxylate)